4-(cyclopropylamino)-2-(((S)-2,3,4,5-tetrahydro-3-carboxymethoxybenzo[b][1,4]oxazepin-7-yl)amino)pyrimidine-5-carboxamide C1(CC1)NC1=NC(=NC=C1C(=O)N)NC1=CC2=C(OC[C@H](CN2)OCC(=O)O)C=C1